(Z)-2-(2-chloro-2-(4-nitrophenyl)vinyl)-1,3-dithiane Cl\C(=C/C1SCCCS1)\C1=CC=C(C=C1)[N+](=O)[O-]